3-((S)-1-(4-Hydroxy-1-((R)-3-phenylbutanoyl)piperidin-4-yl)ethyl)-6-phenylpyrimidin-4(3H)-on OC1(CCN(CC1)C(C[C@@H](C)C1=CC=CC=C1)=O)[C@H](C)N1C=NC(=CC1=O)C1=CC=CC=C1